6-Methoxy-2-((1R,2R,4R*)-2-methyl-4-(N-methylacetamido)cyclohexyl)-N-(pyrazolo[1,5-a]pyrimidin-3-yl)-2H-indazole-5-carboxamide COC=1C(=CC2=CN(N=C2C1)[C@H]1[C@@H](C[C@@H](CC1)N(C(C)=O)C)C)C(=O)NC=1C=NN2C1N=CC=C2 |o1:14|